[N+](=O)([O-])C1=NC=CC=C1O 2-Nitro-3-hydroxypyridine